2-(3-Propan-2-ylphenyl)benzene-1,3-diol CC(C)C=1C=C(C=CC1)C1=C(C=CC=C1O)O